(1R)-1-[4-[7,7-difluoro-2-[(2S)-2-methylazetidin-1-yl]-5,6-dihydrocyclopenta[d]pyrimidin-4-yl]phenyl]-2,2-difluoro-ethanamine FC1(CCC2=C1N=C(N=C2C2=CC=C(C=C2)[C@H](C(F)F)N)N2[C@H](CC2)C)F